phenyl (6-(2-methylpiperidin-1-yl) pyridin-3-yl)carbamate CC1N(CCCC1)C1=CC=C(C=N1)NC(OC1=CC=CC=C1)=O